C1(CC1)N1CC(C1)(C)[C@](O)(C1=CC=C(C=C1)OC(F)(F)F)C=1C=NC=C(C1)N1CCCC1 (R)-(1-cyclopropyl-3-methyl-azetidin-3-yl)-(5-pyrrolidin-1-yl-pyridin-3-yl)-(4-trifluoromethoxy-phenyl)-methanol